N-((3-methoxy-5,6,7,8-tetrahydronaphthalen-2-yl)sulfonyl)-5-(1H-pyrazol-1-yl)quinoline-2-carboxamide COC=1C(=CC=2CCCCC2C1)S(=O)(=O)NC(=O)C1=NC2=CC=CC(=C2C=C1)N1N=CC=C1